C(CC)N1CCCC1 N-propylpyrrolidin